N(=[N+]=[N-])CC1CN(C2=C(S1)N=CC=C2)C2=CC=C(C=C2)C(F)(F)F 3-(azidomethyl)-1-(4-(trifluoromethyl)phenyl)-2,3-dihydro-1H-pyrido[2,3-b][1,4]thiazine